FC=1C=C(CC2=CC(=NC=C2)N2N=C(C(=C2C)C(=O)OC)C)C=C(C1)C(F)(F)F methyl 1-(4-(3-fluoro-5-(trifluoromethyl) benzyl) pyridin-2-yl)-3,5-dimethyl-1H-pyrazole-4-carboxylate